B(O)(O)O.C1(=CC=CC=C1)C(C(O)(C)C(C)(C)O)C1=CC=CC=C1 diphenylpinacol borate